(2R,3aR,6R,6aS)-6-(hydroxymethyl)-2-methoxy-6a-methyl-4-oxohexahydro-2H-furo[2,3-c]Pyrrole-6-carboxylic acid methyl ester COC(=O)[C@@]1(NC([C@H]2[C@@]1(O[C@H](C2)OC)C)=O)CO